FC1=C(CNC(=O)C2=C3C(=NC(=C2)N2C=NC=C2)C=NN3)C(=CC=C1)C(F)(F)F N-(2-Fluoro-6-(trifluoromethyl)benzyl)-5-(1H-imidazol-1-yl)-1H-pyrazolo[4,3-b]pyridine-7-carboxamide